2-(1-isopropyl-4-methyl-1H-pyrazol-5-yl)-4-(4-(4-(trifluoromethyl)-1H-imidazol-2-yl)benzyl)-6,7-dihydropyrazolo[1,5-a]pyrimidin-5(4H)-one C(C)(C)N1N=CC(=C1C1=NN2C(N(C(CC2)=O)CC2=CC=C(C=C2)C=2NC=C(N2)C(F)(F)F)=C1)C